NC1(CCC(CC1)C(=O)O)C(=O)O amino-1,4-cyclohexanedicarboxylic acid